ClC=1C(=C(NC2=NC=NC3=CC=C(C=C23)[C@@]23CN(CCC3C2)C(C=C)=O)C=CC1)F 1-[(1R)-1-[4-(3-chloro-2-fluoro-anilino)quinazolin-6-yl]-3-azabicyclo[4.1.0]heptan-3-yl]prop-2-en-1-one